FC(OC[C@H](C)NC=1C=NN(C1)C12CC(C1)(C2)NC(OC(C)(C)C)=O)(F)F tert-butyl [3-(4-{[(2S)-1-(trifluoromethoxy)propan-2-yl]amino}-1H-pyrazol-1-yl)bicyclo[1.1.1]pentan-1-yl]carbamate